C(#N)C1=CNC2=C(C=CC(=C12)F)NS(=O)(=O)C=1C=NN(C1)[C@@H]([C@@H](C)O)C N-(3-Cyano-4-fluoro-1H-indol-7-yl)-1-[(1R,2R)-2-hydroxy-1-methyl-propyl]pyrazol-4-sulfonamid